Methyl ((1R,3R)-3-(6-((3'-cyano-5-nitro-[1,1'-biphenyl]-3-yl)amino)-3-methyl-2-oxo-2,3-dihydro-1H-imidazo[4,5-c]pyridin-1-yl)cyclopentyl)carbamate C(#N)C=1C=C(C=CC1)C1=CC(=CC(=C1)[N+](=O)[O-])NC1=CC2=C(C=N1)N(C(N2[C@H]2C[C@@H](CC2)NC(OC)=O)=O)C